N1=CC=C(C2=NC=CC=C12)C1=CC(=NN1)NC=1N=C2C(=NC1)N(C(N2C2CCNCC2)=O)C 5-((5-(1,5-naphthyridin-4-yl)-1H-pyrazol-3-yl)amino)-1-methyl-3-(piperidin-4-yl)-1,3-dihydro-2H-imidazo[4,5-b]pyrazin-2-one